NC1=NC(=C(C=2N1N=C(N2)C(C2=CC=CC=C2)=O)C2=NC=NC=C2)C2=C(C#N)C=CC=C2 (5-amino-2-benzoyl-8-(pyrimidin-4-yl)-[1,2,4]triazolo[1,5-c]pyrimidin-7-yl)benzonitrile